1-[4-[(3-nitro-6-phenyl-2-pyridyl)amino]phenyl]ethanol [N+](=O)([O-])C=1C(=NC(=CC1)C1=CC=CC=C1)NC1=CC=C(C=C1)C(C)O